methyl (5-bromo-6-chloro-1-(tetrahydro-2H-pyran-2-yl)-1H-indazol-3-yl)glycinate BrC=1C=C2C(=NN(C2=CC1Cl)C1OCCCC1)NCC(=O)OC